C[Pt]C Dimethyl-platinum